2-Chloro-5-((4-(2-(4-chlorophenyl)-6,8-difluoroimidazo[1,2-a]pyridin-3-yl)-1H-1,2,3-triazol-1-yl)methyl)benzamide ClC1=C(C(=O)N)C=C(C=C1)CN1N=NC(=C1)C1=C(N=C2N1C=C(C=C2F)F)C2=CC=C(C=C2)Cl